N-(2-aminophenyl)-2-chloro-5-nitrobenzamide NC1=C(C=CC=C1)NC(C1=C(C=CC(=C1)[N+](=O)[O-])Cl)=O